(2R,4S)-4-hydroxy-1-(8-methoxy-9-(2-methyl-2H-tetrazol-5-yl)-1-(2-methylprop-1-en-1-yl)-5,6-dihydropyrrolo[2,1-a]isoquinoline-3-carbonyl)-2-methylpyrrolidine-2-carboxamide O[C@H]1C[C@@](N(C1)C(=O)C1=CC(=C2N1CCC1=CC(=C(C=C21)C=2N=NN(N2)C)OC)C=C(C)C)(C(=O)N)C